NC1=NN2C(C(=CC(=C2)C=2C=NN(C2)C)C=2C=CC(=NC2)N2CCN(CC2)C(=O)OC(C)(C)C)=C1C#N tert-Butyl 4-(5-(2-amino-3-cyano-6-(1-methyl-1H-pyrazol-4-yl)pyrazolo[1,5-a]pyridin-4-yl)pyridin-2-yl)piperazine-1-carboxylate